2-tert-Butyl-4-bromo-1-chlorobenzene C(C)(C)(C)C1=C(C=CC(=C1)Br)Cl